1,8-dimethyl-4-(1-(4-(trifluoromethoxy)benzoyl)piperidin-4-yl)-1,4-dihydropyrido[2,3-b]Pyrazine-2,3-dione CN1C2=C(N(C(C1=O)=O)C1CCN(CC1)C(C1=CC=C(C=C1)OC(F)(F)F)=O)N=CC=C2C